tert-butyl 6-(1-((2-amino-4-cyanophenyl)carbamoyl)cyclopropyl)-3,4-dihydro-1,5-naphthyridine-1(2H)-carboxylate NC1=C(C=CC(=C1)C#N)NC(=O)C1(CC1)C=1N=C2CCCN(C2=CC1)C(=O)OC(C)(C)C